4-[(4-isopropoxyphenyl)methyl]-1-isopropyl-5-methylpyrazole C(C)(C)OC1=CC=C(C=C1)CC=1C=NN(C1C)C(C)C